2,6-dichloro-7-(tetrahydro-2H-pyran-4-yl)-7H-pyrrolo[2,3-d]pyrimidine-5-carbaldehyde ClC=1N=CC2=C(N1)N(C(=C2C=O)Cl)C2CCOCC2